benzyl (3S,3aS,6aR)-1,2,3,3a,4,5,6,6a-octahydrocyclopenta[c]pyrrole-3-carboxylate C1N[C@@H]([C@@H]2[C@H]1CCC2)C(=O)OCC2=CC=CC=C2